N1(N=NC=C1)C=1C=CC=NC1 5-(1H-1,2,3-triazol-1-yl)pyridin